C(C(CCCCO)O)O 1,2,6-hexane-triol